2-(3,5-dimethoxycarbonylphenyl)-3,4-dihydroisoquinoline COC(=O)C=1C=C(C=C(C1)C(=O)OC)N1CC2=CC=CC=C2CC1